tert-butyl (2S,6S)-4-[4-[(7-fluoro-2-methyl-indazol-5-yl)carbamoyl]-2-methoxy-1,3-benzothiazol-7-yl]-2,6-dimethyl-piperazine-1-carboxylate FC1=CC(=CC2=CN(N=C12)C)NC(=O)C1=CC=C(C2=C1N=C(S2)OC)N2C[C@@H](N([C@H](C2)C)C(=O)OC(C)(C)C)C